2-[[1-[2-[4-[3-[1-(5-chloropyrimidin-2-yl)-4-piperidyl]propoxy]-2-fluoro-phenyl]acetyl]azetidine-3-carbonyl]amino]ethanesulfonic acid ClC=1C=NC(=NC1)N1CCC(CC1)CCCOC1=CC(=C(C=C1)CC(=O)N1CC(C1)C(=O)NCCS(=O)(=O)O)F